3-((4-(4-((3-(2-((R)-3-((5-chloro-4-(1H-indol-3-yl)pyrimidin-2-yl)amino)pyrrolidin-1-yl)ethyl)azetidin-1-yl)methyl)piperidin-1-yl)phenyl)amino)piperidine-2,6-dione ClC=1C(=NC(=NC1)N[C@H]1CN(CC1)CCC1CN(C1)CC1CCN(CC1)C1=CC=C(C=C1)NC1C(NC(CC1)=O)=O)C1=CNC2=CC=CC=C12